N-Diphenylmethyleniminoglycine tert-butyl ester C(C)(C)(C)OC(C(N=C(C1=CC=CC=C1)C1=CC=CC=C1)=N)=O